tetra-chloroperylene ClC=1C2=C(C(=C(C=3C=4C=CC=C5C=CC=C(C(=CC1)C23)C54)Cl)Cl)Cl